C(C=C)OC(=O)N(C(CC(=O)OC(C)(C)C)C(=O)N(C)C)C Tert-butyl 3-(((allyloxy) carbonyl) (methyl) amino)-4-(dimethylamino)-4-oxobutanoate